N-(6-(1,1-difluoroethyl)-1,3-dihydroisobenzofuran-4-yl)-1-(4-(difluoromethoxy)phenyl)-3-methyl-5-oxo-4,5-dihydro-1H-pyrazole-4-carboxamide FC(C)(F)C1=CC(=C2COCC2=C1)NC(=O)C1C(=NN(C1=O)C1=CC=C(C=C1)OC(F)F)C